BrC1=C(C=C(C=C1)C(C)Br)F 1-bromo-4-(1-bromoethyl)-2-fluorobenzene